(4-(6-(1H-pyrazol-4-yl)pyrrolo[2,1-f][1,2,4]triazin-4-yl)-2-methylphenyl)methanamine hydrochloride Cl.N1N=CC(=C1)C=1C=C2C(=NC=NN2C1)C1=CC(=C(C=C1)CN)C